(3R)-4-amino-7-fluoro-N,3-dimethyl-N-((5R)-2-(trifluoro-methyl)-6,7-dihydro-5H-cyclopenta[b]-pyridin-5-yl)-1,3-dihydrofuro[3,4-c]-quinoline-8-carboxamide NC1=NC=2C=C(C(=CC2C2=C1[C@H](OC2)C)C(=O)N([C@@H]2CCC1=NC(=CC=C12)C(F)(F)F)C)F